ClC1=C(C=CC(=C1F)F)C1N=C(NC(=C1C(=O)OCC)[C@@H]1CC[C@@H](CC1)C=1C(=NN(C1)CCC(=O)OC)C)C=1SC=CN1 (cis)-Ethyl 4-(2-chloro-3,4-difluorophenyl)-6-(4-(1-(3-methoxy-3-oxopropyl)-3-methyl-1H-pyrazol-4-yl)cyclohexyl)-2-(thiazol-2-yl)-1,4-dihydropyrimidine-5-carboxylate